(S)-9-ethyl-9-hydroxy-4-(trityloxy)-1,2,3,9,12,15-hexahydro-10H,13H-benzo[de]pyrano[3',4':6,7]indolizino[1,2-b]quinoline-10,13-dione C(C)[C@]1(C(OCC=2C(N3CC=4C(=NC=5C=CC(=C6C5C4CCC6)OC(C6=CC=CC=C6)(C6=CC=CC=C6)C6=CC=CC=C6)C3=CC21)=O)=O)O